N-acetyl-L-homoserine methyl ester COC([C@@H](NC(C)=O)CCO)=O